C(C)C1=C(C=CC(=C1)O)C1=CC=C2C(=NN(C2=C1)C1OCCCC1)C=1NC=C(N1)/C=C/[C@@H]1N(CCOC1)C(=O)OC(C)(C)C tert-butyl (3S)-3-((E)-2-(2-(6-(2-ethyl-4-hydroxyphenyl)-1-(tetrahydro-2H-pyran-2-yl)-1H-indazol-3-yl)-1H-imidazol-4-yl)vinyl)morpholine-4-carboxylate